C(C)(C)(C)C1=CC=C(C=C1)\C(=C/C(=O)NC1=CC=CC=C1)\F (E)-3-(4-(tert-butyl)phenyl)-3-fluoro-N-phenylacrylamide